ClC=1C=C(COC2=CC=CN3C2=NS(CC3)(=O)=O)C=CC1 9-[(3-chlorobenzyl)oxy]-3,4-dihydropyrido[2,1-c][1,2,4]thiadiazine 2,2-dioxide